N1=CN=C(C=C1)N1CC(CCC1)C(=O)N pyrimidin-4-yl-piperidine-3-carboxamide